C(#N)C=1C=C(C=NC1)[C@H]1N(OCC1)C(=O)C1CCN(CC1)C1=NC=C(C(=N1)C#N)F 2-[4-[(3S)-3-(5-cyano-3-pyridinyl)isoxazolidine-2-carbonyl]-1-piperidinyl]-5-fluoro-pyrimidine-4-carbonitrile